C(C)(C)(C)OC(=O)N1CC2=C(C=C(C=C2CC1)C=1C=C2C(=NC1)N(C=C2C2=CC=C(C=C2)C(N(C)C)=O)S(=O)(=O)C2=CC=C(C)C=C2)C 6-(3-(4-(dimethylcarbamoyl)phenyl)-1-tosyl-1H-pyrrolo[2,3-b]pyridin-5-yl)-8-methyl-3,4-dihydroisoquinoline-2(1H)-carboxylic acid tert-butyl ester